NC=1C(=NC=CC1)NC(C1=CN=CC=C1)=O N-(3-aminopyridin-2-yl)nicotinamide